COC(=O)[C@@]12CNC[C@]2(C1)C(F)(F)F (1S,5R)-5-(trifluoromethyl)-3-azabicyclo[3.1.0]hexane-1-carboxylic acid methyl ester